CC(=O)N[C@@H]1[C@H]([C@H]([C@H](O[C@H]1O[C@H]2[C@H](O[C@H]([C@@H]([C@H]2O)O)O[C@@H]3[C@H](O[C@H]([C@@H]([C@H]3O)O)O)CO)CO)CO)O)O[C@H]4[C@@H]([C@H]([C@H]([C@H](O4)CO)O)O)O The molecule is an amino tetrasaccharide consisting of beta-D-galactose, N-acetyl-beta-D-galactosamine, beta-D-galactose and beta-D-glucose residues in a linear (1->3), (1->4), (1->4) sequence. It has a role as an epitope. It is an amino tetrasaccharide, a galactosamine oligosaccharide and a beta-D-Galp-(1->3)-beta-D-GalpNAc-(1->4)-beta-D-Galp-(1->4)-D-Glcp.